7-benzyloxy-N-[2-[4-[1-(2,6-dioxo-3-piperidyl)-3-methyl-2-oxo-benzimidazol-5-yl]-1-piperidyl]ethyl]-5-fluoro-6-(1,1,4-trioxo-1,2,5-thiadiazolidin-2-yl)naphthalene-2-carboxamide C(C1=CC=CC=C1)OC1=C(C(=C2C=CC(=CC2=C1)C(=O)NCCN1CCC(CC1)C1=CC2=C(N(C(N2C)=O)C2C(NC(CC2)=O)=O)C=C1)F)N1S(NC(C1)=O)(=O)=O